FC(C1=NC=CC(=C1)C(C)C=1C=C2C(=CC=NC2=CC1)C(=O)O)(F)F 6-(1-(2-(Trifluoromethyl)pyridin-4-yl)ethyl)quinoline-4-carboxylic acid